C1(CC1)N1N=CC(=C1)[C@@H]1OCCC(C1)C1=NC2=NC(=C(N=C2C(=N1)C1=C(C=C(C=C1)OC(F)(F)F)F)C)C 2-((2R)-2-(1-cyclopropyl-1H-pyrazol-4-yl)tetrahydro-2H-pyran-4-yl)-4-(2-fluoro-4-(trifluoromethoxy)phenyl)-6,7-dimethyl-pteridine